4-(2-(3-Isopropyl-2-(8-methoxy-[1,2,4]triazolo[1,5-a]pyridin-6-yl)-1H-indol-5-yl)ethyl)morpholin C(C)(C)C1=C(NC2=CC=C(C=C12)CCN1CCOCC1)C=1C=C(C=2N(C1)N=CN2)OC